C(CCC)C(CCC(=O)OCC(COC(CCCCCN(C)C)=O)(COC(CCCCCCC)=O)COC(CCCCCCC)=O)C(CCCC)CCCC 3-((6-(Dimethylamino) hexanoyl)oxy)-2,2-bis((octanoyloxy) methyl)propyl 4,5-dibutylnonanoate